{3-[(3-{[2-(4-methoxyphenyl)quinolin-4-yl]amino}propyl)amino]propyl}carbamate COC1=CC=C(C=C1)C1=NC2=CC=CC=C2C(=C1)NCCCNCCCNC([O-])=O